C[Si](N[Si](CCC(F)(F)F)(CCC(F)(F)F)C)(C)C tetramethyl-di(trifluoropropyl)disilazane